3-Cyclopropylmethoxy-5-[1-(3,3-difluoro-pyrrolidin-1-yl)-8,8-dimethyl-5,6-dihydro-8H-7-oxa-2,4,4b,9-tetraaza-fluoren-3-yl]-pyridin-2-ylamine C1(CC1)COC=1C(=NC=C(C1)C=1N=C(C=2N=C3C(OCCN3C2N1)(C)C)N1CC(CC1)(F)F)N